C(C)(C)(C)OC(=O)N1[C@H]2CN(C[C@@H]1CC2)C2=CC(=C(C=C2)C)C(N[C@H](C)C2=CC(=C(C(=C2)C=2C=NN(C2)C)O)OC)=O (1R,5s)-3-[3-[[(1R)-1-[4-hydroxy-3-methoxy-5-(1-methylpyrazol-4-yl)phenyl]ethyl]carbamoyl]-4-methyl-phenyl]-3,8-diazabicyclo[3.2.1]octane-8-carboxylic acid tert-butyl ester